4-[4-(difluoromethyl)-2-fluoro-phenyl]-6,7-dimethyl-pteridine FC(C1=CC(=C(C=C1)C1=NC=NC2=NC(=C(N=C12)C)C)F)F